3-(piperidin-4-yl)-3,4-dihydroquinazolin-2(1H)-one N1CCC(CC1)N1C(NC2=CC=CC=C2C1)=O